F[Si]([Si]([Si](F)(F)F)(F)F)(C(C(C(C(C(C(C(C(F)(F)F)(F)F)(F)F)(F)F)(F)F)(F)F)(F)F)(F)F)F perfluorooctyl-tri-silane